NC1=C2C(=NC=N1)N(N=C2C)C(C)C=2C(=C(C(=C(C2)Cl)C)C2CC(NC2)=O)OCC 4-{3-[1-(4-amino-3-methyl-1H-pyrazolo[3,4-d]pyrimidin-1-yl)ethyl]-5-chloro-2-ethoxy-6-methylphenyl}pyrrolidin-2-one